4-[3-[(3-methyl-2-nitro-imidazol-4-yl)methoxy]-5-(4-pyrazin-2-ylcyclohexoxy)-1,6-naphthyridin-7-yl]morpholine CN1C(=NC=C1COC=1C=NC2=CC(=NC(=C2C1)OC1CCC(CC1)C1=NC=CN=C1)N1CCOCC1)[N+](=O)[O-]